O1C=C(C=C1)C1=C(C=C2C(=N1)N=C(O2)N2CCOCC2)N 5-(furan-3-yl)-2-morpholinooxazolo[4,5-b]pyridin-6-amine